1,3-dimethyl-7-[(3-nitrophenyl)methyl]-2,3,6,7-tetrahydro-1H-purine-2,6-dione CN1C(N(C=2N=CN(C2C1=O)CC1=CC(=CC=C1)[N+](=O)[O-])C)=O